2-(2-amino-1-methyl-1H-benzo[d]imidazol-6-yl)-4-(4-methoxyphenyl)-6-(2,2,2-trifluoroethoxy)pyrido[2,3-b]pyrazin-3(4H)-one NC1=NC2=C(N1C)C=C(C=C2)C2=NC1=C(N(C2=O)C2=CC=C(C=C2)OC)N=C(C=C1)OCC(F)(F)F